2-[2-fluoro-6-(prop-2-ylamino)pyridin-3-yl]pyrazolo[1,5-a]pyrimidine-3-carboxylic acid ethyl ester C(C)OC(=O)C=1C(=NN2C1N=CC=C2)C=2C(=NC(=CC2)NC(C)C)F